C(C)(C)(C)OC(=O)N1CCN(CC1)C(=O)C1=NN(C(=C1)C1=CC=CC=C1)C 4-(1-methyl-5-phenyl-1H-pyrazole-3-carbonyl)piperazine-1-carboxylic acid tert-butyl ester